2-(1,8-DIETHYL-1,3,4,9-TETRAHYDROPYRANO[3,4-B]INDOL-1-YL)-1-(PIPERIDIN-1-YL)ETHAN-1-ONE C(C)C1(OCCC2=C1NC1=C(C=CC=C21)CC)CC(=O)N2CCCCC2